OCC(C=O)C1=CC=CC=C1 3-hydroxyl-2-phenylpropan-1-one